F[C@H]1C[C@H](N2N=C(N=C21)N2N=NC1=C2CCCC1)C1=CC=CC=C1 1-[(5s,7s)-7-fluoro-5-phenyl-6,7-dihydro-5H-pyrrolo[1,2-b][1,2,4]triazol-2-yl]-4,5,6,7-tetrahydrobenzotriazole